C1(CC1)C1=NN2C(C=CC=C2)=C1 Cyclopropylpyrazolo[1,5-a]pyridine